N-((2S,3R)-3-hydroxy-1-(((R)-3-methyl-1-((1R,7R)-11-methyl-2,6-dioxo-9-phenyl-3,5-dioxa-9,11-diaza-4-borabicyclo[5.3.1]undecan-4-yl)butyl)amino)-1-oxobutan-2-yl)-6-phenylpicolinamide O[C@@H]([C@@H](C(=O)N[C@@H](CC(C)C)B1OC([C@H]2CN(C[C@H](C(O1)=O)N2C)C2=CC=CC=C2)=O)NC(C2=NC(=CC=C2)C2=CC=CC=C2)=O)C